2-morpholinophenylbis(1-adamantyl)phosphine O1CCN(CC1)C1=C(C=CC=C1)P(C12CC3CC(CC(C1)C3)C2)C23CC1CC(CC(C2)C1)C3